C(C1=CC=CC=C1)(=O)OC(\C=C/C(=O)O)C (Z)-4-(benzoyloxy)pent-2-enoic acid